1-[(1R,2S,5S)-2-(hydroxymethyl)spiro[3-azabicyclo[3.1.0]hexane-6,1'-cyclopropane]-3-yl]ethanone OC[C@@H]1[C@@H]2[C@H](CN1C(C)=O)C21CC1